OCC(C(=O)[O-])(C)C.[Zn+2].[Fe+2].CSC=1N=NC=CC1C=1C=CC2=C(NC=N2)C1.OCC(C(=O)[O-])(C)C.OCC(C(=O)[O-])(C)C.OCC(C(=O)[O-])(C)C 6-(methylthiopyridazin-4-yl)-1H-benzo[d]imidazole iron zinc hydroxypivalate salt